N-(3-(2-amino-8-methyl-7-oxo-7,8-dihydropyrido[2,3-d]pyrimidin-6-yl)-2,4-difluorophenyl)-1,3-dimethyl-5-(trifluoromethyl)-1H-pyrazole-4-sulfonamide NC=1N=CC2=C(N1)N(C(C(=C2)C=2C(=C(C=CC2F)NS(=O)(=O)C=2C(=NN(C2C(F)(F)F)C)C)F)=O)C